(-)-6-bromo-1-methyl-4-[4-(5-methyl-1,3-benzooxazol-2-yl)piperidin-1-yl]-2-oxo-7-{[(3R)-oxolane-3-yl]oxy}-1,2-dihydroquinoline-3-carbonitrile BrC=1C=C2C(=C(C(N(C2=CC1O[C@H]1COCC1)C)=O)C#N)N1CCC(CC1)C=1OC2=C(N1)C=C(C=C2)C